BrC1=C(C(=O)O)C=CC(=C1)N1CCC(CC1)CN1[C@@H](COCC1)C1=C(C=CC=C1)C(C)C 2-bromo-4-(4-{[(3R)-3-(2-isopropylphenyl)morpholin-4-yl]methyl}piperidin-1-yl)benzoic acid